3-(1H-indazol-5-yl)-N-(4-(6-morpholinylhexyl)-1-phenyl-1H-imidazol-2-yl)benzamide N1N=CC2=CC(=CC=C12)C=1C=C(C(=O)NC=2N(C=C(N2)CCCCCCN2CCOCC2)C2=CC=CC=C2)C=CC1